4-(1-(4-methoxyphenyl)-2-phenylbut-1-en-1-yl)phenol COC1=CC=C(C=C1)C(=C(CC)C1=CC=CC=C1)C1=CC=C(C=C1)O